ClC1=NC(=CC(=N1)NC1CCN(CC1)CC)C(=O)N1C[C@H]([C@@H](CC1)N1CC2=CC=CC=C2CC1)O 1-(4-((2-chloro-6-((3R,4R)-4-(3,4-Dihydroisoquinolin-2(1H)-yl)-3-hydroxypiperidine-1-carbonyl)pyrimidin-4-yl)amino)piperidin-1-yl)ethane